C(C1=CC=CC=C1)C1CN(CCO1)C(=O)N1CC(CCC1)COC1=NC=CC=C1C(F)(F)F 2-benzyl-4-[3-({[3-(trifluoromethyl)pyridin-2-yl]oxy}methyl)piperidine-1-carbonyl]morpholine